NCCCN1C(CCCC1)C N-(3-aminopropyl)-2-methylpiperidine